[O-]S(=O)(=O)C(F)(F)F.CC1=CC=C(C=C1)S[S+](C1=CC=CC=C1)C (4-methylphenylsulfanyl)(methyl)(phenyl)sulfonium triflate